5-(difluoromethylene)-1,2,3-trifluorocyclopent-1,3-diene FC(=C1C=C(C(=C1F)F)F)F